N1N=NN=C1C1=C(C=CC=C1)C1=CC(=CC(=N1)N(CC(C)C)CC1=CC=CC=C1)NC1=C(C=C(C=C1)F)F 6-(2-(1H-tetrazol-5-yl)phenyl)-N2-benzyl-N4-(2,4-difluorophenyl)-N2-isobutylpyridine-2,4-diamine